COC(C1=NC(=C(C=C1)Br)Cl)=O 5-Bromo-6-chloropicolinic acid methyl ester